butenyl sulfate S(=O)(=O)(OC=CCC)[O-]